2-phenylimidazolepropanesulfonic acid C1(=CC=CC=C1)C1(N=CC=N1)CCCS(=O)(=O)O